BrC1=CC=C(C=C1)N(CC(CN1CCNCC1)O)C1=CC=CC=C1 1-((4-bromophenyl)(phenyl)amino)-3-(piperazin-1-yl)propan-2-ol